[N+](=O)([O-])C=1C=C(C(=O)[O-])C=C(C1)[N+](=O)[O-].[Ni+2].[N+](=O)([O-])C=1C=C(C(=O)[O-])C=C(C1)[N+](=O)[O-] nickel 3,5-dinitrobenzoate